(E)-3-((6-(3-aminoazetidin-1-yl)-5-fluoropyridin-2-yl)methylene)-8-(1-ethyl-3-(trifluoromethyl)-1H-pyrazol-4-yl)-6-((2-methyl-1H-imidazol-1-yl)methyl)chroman-4-one hydrochloride Cl.NC1CN(C1)C1=C(C=CC(=N1)\C=C\1/COC2=C(C=C(C=C2C1=O)CN1C(=NC=C1)C)C=1C(=NN(C1)CC)C(F)(F)F)F